2-(2-(4-(2,2-Difluorobenzo[d][1,3]dioxan-5-yl)piperazin-1-yl)-2-oxoethyl)-2H-indazole-7-carboxamide FC1(OCC2=C(O1)C=CC=C2N2CCN(CC2)C(CN2N=C1C(=CC=CC1=C2)C(=O)N)=O)F